2-(7-acetamido-1-((1s,4s)-4-isopropylcyclohexyl)-3-oxo-1H-spiro[isoquinoline-4,4-piperidin]-2(3H)-yl)ethyl methylcarbamate CNC(OCCN1C(C2=CC(=CC=C2C2(CCNCC2)C1=O)NC(C)=O)C1CCC(CC1)C(C)C)=O